CN(C1=CC(=C2C[C@H](CC(C2=C1O)=O)C)C)C (R)-7-(dimethylamino)-8-hydroxy-3,5-dimethyl-3,4-dihydronaphthalen-1(2H)-one